ClC=1C=C(C=CC1)N(C1=CC(=C(C=C1C)N=CN(C)CC)C)C N'-{4-[(3-chlorophenyl)(methyl)amino]-2,5-dimethylphenyl}-N-ethyl-N-methylimidoformamide